2-ethyl-5-cresol C(C)C1=CC=C(C=C1O)C